C(C1=CC=CC=C1)OC=1C=C2C=CC(=CC2=C(C1N1S(NC(C1)=O)(=O)=O)F)C(=O)NCC(C)(C)O 6-(benzyloxy)-7-(1,1-dioxo-4-oxo-1,2,5-thiadiazolidin-2-yl)-8-fluoro-N-(2-hydroxy-2-methylpropyl)-2-naphthalamide